1-(difluoromethyl)cyclopropanesulfonyl chloride FC(C1(CC1)S(=O)(=O)Cl)F